propan-2-yl 1-[6-(5-chloro-2-fluorophenyl)-4-({2-[3-(4-methylpiperazin-1-yl)propanamido]pyridin-4-yl}amino)pyridazin-3-yl]azetidine-3-carboxylate ClC=1C=CC(=C(C1)C1=CC(=C(N=N1)N1CC(C1)C(=O)OC(C)C)NC1=CC(=NC=C1)NC(CCN1CCN(CC1)C)=O)F